C1=CC=CC=2C3=CC=CC=C3C(C12)COC(=O)N[C@@H](CCCNC(=O)OC(C)(C)C)C(=O)O (9-fluorenylmethoxycarbonyl)-Nδ-t-butoxycarbonyl-L-ornithine